3-iodo-4-methoxy-6-(1-methyl-1H-pyrazol-4-yl)pyrazolo[1,5-a]Pyridine IC=1C=NN2C1C(=CC(=C2)C=2C=NN(C2)C)OC